C(C)(C)(C)OC(=O)N1CC=2N(CC1)N=C(C2C)C(=O)O 5-tert-butoxycarbonyl-3-methyl-6,7-dihydro-4H-pyrazolo[1,5-a]pyrazine-2-carboxylic acid